NC=1N(C2=C(C=NC=C2N2C[C@@H](OC[C@@H]2C)C(=O)N2[C@H](C3=C(C=C(C=C3CC2)Cl)Cl)C)N1)C ((2R,5S)-4-(2-amino-1-methyl-1H-imidazo[4,5-c]pyridin-7-yl)-5-methylmorpholin-2-yl)((S)-6,8-dichloro-1-methyl-3,4-dihydroisoquinolin-2(1H)-yl)methanone